C(CCCCC(=O)O)(=O)O.C(CCCCCO)O (1,6-hexanediol) adipate